O=C1NC(CCC1N1C(C2=CC=C(C=C2C1)C1CCN(CC1)C(=O)OCCCC)=O)=O butyl 4-(2-(2,6-dioxopiperidin-3-yl)-1-oxoisoindolin-5-yl)piperidine-1-carboxylate